NC1=NC=C(C(=N1)N)CN1CCC2=CC(=CC=C12)C=1C=C(C2=C(OCCO2)C1)C(=O)O 7-(1-((2,4-diaminopyrimidin-5-yl)methyl)indolin-5-yl)-2,3-dihydrobenzo[b][1,4]dioxine-5-carboxylic acid